ClC=1C=C(C=CC1Cl)C1=CN=C(N1)[C@H](C(C)C)NC(C(CC(C)C)P(OCC)(OCC)=O)=O Diethyl (1-(((S)-1-(5-(3,4-dichlorophenyl)-1H-imidazol-2-yl)-2-methylpropyl)amino)-4-methyl-1-oxopentan-2-yl)phosphonate